C(C)(C)(C)OC(=O)N1CCC(CC1)(CO)F 1-tert-Butoxycarbonyl-4-fluoro-4-(hydroxymethyl)piperidine